C(=O)(O)C=1C(=C(C=CC1)CC1=C(C(=CC=C1)C(=O)O)C(=O)O)C(=O)O Bis(dicarboxyphenyl)methane